5-(8-(7-Acetyl-3-ethyl-5,6,7,8-tetrahydroimidazo[1,5-a]pyrazin-1-yl)isoquinolin-3-yl)-N-(4-(3-((2,6-dioxopiperidin-3-yl)carbamoyl)-2-fluorophenyl)butyl)picolinamide C(C)(=O)N1CC=2N(CC1)C(=NC2C=2C=CC=C1C=C(N=CC21)C=2C=CC(=NC2)C(=O)NCCCCC2=C(C(=CC=C2)C(NC2C(NC(CC2)=O)=O)=O)F)CC